ClC1=NN2C(N=CC=C2)=C1C#C[Si](CC)(CC)CC chloro-3-((triethylsilyl)ethynyl)pyrazolo[1,5-a]pyrimidine